n-undecyl phenyl ketone C1(=CC=CC=C1)C(=O)CCCCCCCCCCC